CC1=CN=C(S1)C=1C=C(C(=O)N[C@H](C)C=2C=NC(=CC2)C(F)(F)F)C=C(C1)O[C@H]1COCC1 3-(5-methyl-1,3-thiazol-2-yl)-5-[(3R)-tetrahydrofuran-3-yloxy]-N-{(1R)-1-[6-(trifluoromethyl)pyridin-3-yl]ethyl}benzamide